3-(benzylsulfanyl)-2-methoxy-5-(trifluoromethyl)pyridine C(C1=CC=CC=C1)SC=1C(=NC=C(C1)C(F)(F)F)OC